C(C)(C)(C)NC(=O)NC=1C=CC2=C(OCC(N2C(C(F)(F)F)C2=CC=CC=C2)=O)C1 1-(tert-butyl)-3-(3-oxo-4-(2,2,2-trifluoro-1-phenylethyl)-3,4-dihydro-2H-benzo[b][1,4]oxazin-7-yl)urea